5-(4-((2-Isopropyl-2,4,5,7-tetrahydropyrano[3,4-c]pyrazol-4-yl)methoxy)phenyl)-2-oxo-6-(trifluoromethyl)-1,2-dihydropyridine-3-carboxamide C(C)(C)N1N=C2C(=C1)C(COC2)COC2=CC=C(C=C2)C=2C=C(C(NC2C(F)(F)F)=O)C(=O)N